Terephthalaldehyd C(C1=CC=C(C=O)C=C1)=O